1,3-dimethylimidazolium fluoride [F-].CN1C=[N+](C=C1)C